NC1(CCN(CC1)C1=NC2=CC=C(C=C2C(=N1)NC1=NNC(=C1F)C1CC1)Cl)CCC 2-(4-amino-4-propylpiperidin-1-yl)-6-chloro-N-(5-cyclopropyl-4-fluoro-1H-pyrazol-3-yl)quinazolin-4-amine